4-(N-methyl-N-(3-(N-ethyl-L-methionylamino)-4-methoxyphenyl)-amino)coumarin CN(C1=CC(=C(C=C1)OC)NC([C@@H](NCC)CCSC)=O)C1=CC(OC2=CC=CC=C12)=O